[C@@H]1(C[C@H](O)[C@H](O1)CO)N1C2=CC=CC=C2C=2C=C(C=CC12)I 9-[2-deoxy-β-D-erythro-pentofuranosyl]-3-iodo-9H-carbazole